C(C)OC[C@]1(CN(CC1)C(C(F)(F)F)C=1C=NC=CC1)CCC1=CC=C(C=C1)F |o1:4| 3-(1-((R or S)-3-(ethoxymethyl)-3-(4-fluorophenethyl)-pyrrolidin-1-yl)-2,2,2-trifluoroethyl)-pyridine